C(#N)C1=CC2=C(N(C(=N2)N2OC(=C(C2C)CO)C)CCC2=CC=C(C=C2)O)C=C1 N-(5-cyano-1-(4-hydroxyphenethyl)-1H-benzo[d]imidazol-2-yl)-3,5-dimethylisoxazole-4-methanol